5,6,7,8-tetrahydro-1H-pyrrolo[3,2-b][1,7]naphthyridine N1C=CC2=NC=3CNCCC3C=C21